5-(5-chloro-2-(trifluoromethyl)pyridin-4-yl)pyrazolo[1,5-a]pyridin-2-amine ClC=1C(=CC(=NC1)C(F)(F)F)C1=CC=2N(C=C1)N=C(C2)N